ethyl 3-(3-(1,2,3,5,6,7-hexahydro-s-indacen-4-yl)thioureido)-2-hydroxy-2-(1-methyl-1H-imidazol-2-yl)propanoate C1CCC2=C(C=3CCCC3C=C12)NC(NCC(C(=O)OCC)(C=1N(C=CN1)C)O)=S